N-[[6-(1-methylsulfonylpiperidine-4-carbonyl)-6-azaspiro[2.5]octan-2-yl]methyl]furo[2,3-c]pyridine-2-carboxamide CS(=O)(=O)N1CCC(CC1)C(=O)N1CCC2(C(C2)CNC(=O)C2=CC=3C(=CN=CC3)O2)CC1